2-(1-benzylpiperidin-4-yl)ethyl (2R,6R)-2,6-dimethyl-4-[5-(trifluoromethyl)pyrazin-2-yl]piperazine-1-carboxylate C[C@H]1N([C@@H](CN(C1)C1=NC=C(N=C1)C(F)(F)F)C)C(=O)OCCC1CCN(CC1)CC1=CC=CC=C1